OC1=CC=C(C=C1)C(=C(CC)C1=CC=CC=C1)C1=CC=C(C=C1)N1CCN(CC1)CC=1C=C2CN(C(C2=CC1)=O)C1C(NC(CC1)=O)=O 3-(5-((4-(4-(1-(4-hydroxyphenyl)-2-phenylbut-1-en-1-yl)phenyl)piperazin-1-yl)methyl)-1-oxoisoindoline-2-yl)piperidine-2,6-dione